OC(COC=1C=C(C=2N(C1C)N=CC2C#N)C=2C=NC(=CC2)N2CCC(CC2)OC=2C=NC=CC2)(C)C 6-(2-Hydroxy-2-methylpropoxy)-7-methyl-4-(6-(4-(pyridin-3-yloxy)piperidin-1-yl)pyridin-3-yl)pyrazolo[1,5-a]pyridine-3-carbonitrile